FC=1C(=NC=CC1)CN1CCN(CCN(CCN(CC1)[C@H](C(=O)O)C)[C@H](C(=O)O)C)[C@H](C(=O)O)C (2S,2'S,2''S)-2,2',2''-(10-((3-fluoropyridin-2-yl)methyl)-1,4,7,10-tetraazacyclododecane-1,4,7-triyl)tripropionic acid